4-(3-carboxyl-3-hydroxybutyl)nicotinic acid C(=O)(O)C(CCC1=CC=NC=C1C(=O)O)(C)O